C1(=C(C(=CC(=C1)C)C)B(C1=CN2C3=C1C=CC=C3N3C1=C(C=CC=C21)C=C3)C3=C(C=C(C=C3C)C)C)C 2-(dimesitylboryl)dipyrrolo[3,2,1-de:3',2',1'-kl]phenazine